FC(C1=CC=C(C=N1)CC1(CN(CC1)S(=O)(=O)C=1C=NN(C1)C)C=1C=C2C=NN(C2=CC1C)C1=CC=C(C=C1)F)F 5-(3-((6-(difluoromethyl)pyridin-3-yl)methyl)-1-((1-methyl-1H-pyrazol-4-yl)sulfonyl)pyrrolidin-3-yl)-1-(4-fluorophenyl)-6-methyl-1H-indazole